OCN1C(N(C2C1N(C(N2CO)=O)CO)CO)=O 1,3,4,6-tetra(hydroxymethyl)-tetrahydroimidazo[4,5-d]imidazole-2,5(1H,3H)-dione